ClC=1C=C(C=C(C1)C=1N(N=C2[C@H](N(CCC21)C(C2=C(C(=CC=C2)OC)Cl)=O)C)C)CNS(=O)(=O)C N-[[3-Chloro-5-[(7R)-6-(2-chloro-3-methoxy-benzoyl)-2,7-dimethyl-5,7-dihydro-4H-pyrazolo[3,4-c]pyridin-3-yl]phenyl]methyl]methanesulfonamide